C1(CCCCC1)[C@H](C)N (S)-1-cyclohexyl-ethyl-amine